2-methyl-N4-(2-morpholinoethyl)benzene-1,4-diamine CC1=C(C=CC(=C1)NCCN1CCOCC1)N